N(=[N+]=[N-])CCCCC1=C2C=CNC2=CC(=C1OC=1C=CC(=C(C(N)=N)C1)F)F 5-((4-(4-azidobutyl)-6-fluoro-1H-indol-5-yl)oxy)-2-fluorobenzimidamide